CC1(OB(OC1(C)C)C1=CSC=C1)C 4,4,5,5-tetramethyl-2-(thiophen-3-yl)-1,3,2-dioxaborolane